C1(CC12OCCCC2)C(=O)OCCCC Butyl 4-oxaspiro[2.5]octane-1-carboxylate